(E)-2-(3,7-dimethylocta-2,6-dien-1-yl)-3-(ethoxymethoxy)-5-pentylphenol C\C(=C/CC1=C(C=C(C=C1OCOCC)CCCCC)O)\CCC=C(C)C